(4-fluoro-3-methoxyphenyl)(6-nitrobenzo[d][1,3]dioxol-5-yl)methanol FC1=C(C=C(C=C1)C(O)C1=CC2=C(OCO2)C=C1[N+](=O)[O-])OC